1-(3,5-dibromophenyl)-3-(2-fluoropyridin-4-yl)urea BrC=1C=C(C=C(C1)Br)NC(=O)NC1=CC(=NC=C1)F